ClC=1C=C(C=C(C1OC1CCC12C(NC1=CC=CC=C21)=O)Cl)NC(C(=O)OCC)=O ethyl 2-((3,5-dichloro-4-((2'-oxospiro[cyclobutane-1,3'-indolin]-2-yl)oxy)phenyl)amino)-2-oxoacetate